BrC=1C=CC2=C(CNS2(=O)=O)C1F 5-bromo-4-fluoro-2,3-dihydrobenzo[d]isothiazole 1,1-dioxide